N,N,N-tris(2-hydroxyethyl)amine OCCN(CCO)CCO